tert-butyl 6-(8-(benzo[d]thiazol-2-ylcarbamoyl)-3,4-dihydroisoquinolin-2(1H)-yl)-3-(3-(((1r,4r)-4-(3-oxopropoxy)cyclohexyl)oxy)-2-(trifluoromethyl)phenyl)picolinate S1C(=NC2=C1C=CC=C2)NC(=O)C=2C=CC=C1CCN(CC21)C2=CC=C(C(=N2)C(=O)OC(C)(C)C)C2=C(C(=CC=C2)OC2CCC(CC2)OCCC=O)C(F)(F)F